COC(C1CCN(CC1)C1=CC=C(C(=O)O)C=C1)OC 4-[4-(dimethoxymethyl)piperidin-1-yl]benzoic acid